N,N,N-triethyl-adamantylammonium chloride [Cl-].C(C)[N+](CC)(CC)C12CC3CC(CC(C1)C3)C2